FC(OC1=CC=C(C=C1)CC(=O)OC)F Methyl 2-(4-(difluoromethoxy)phenyl)acetate